2-(triethoxysilylpropyl)aminoethyl-3-aminopropyltriethoxysilane C(C)O[Si](OCC)(OCC)CCCNCCC(C)O[Si](OCC)(OCC)CCCN